6-(2-((2-cyclopropyl-2,2-difluoroethyl)amino)-7H-pyrrolo[2,3-d]pyrimidin-5-yl)-4,4-dimethyl-3,4-dihydroisoquinolin-1(2H)-one C1(CC1)C(CNC=1N=CC2=C(N1)NC=C2C=2C=C1C(CNC(C1=CC2)=O)(C)C)(F)F